CC1C(CCC2C1O2)C(=O)OCC2CC1(C(CC2)O1)C 4-epoxy-2-methylcyclohexylmethyl 3,4-epoxy-2-methylcyclohexanecarboxylate